ClC1=CC(=C(C=C1)C(=CC(O)C=1C(=CC=CC1)O)[2H])OC([2H])([2H])[2H] 3-(3-(4-chloro-2-(methoxy-d3)phenyl)-1-hydroxyallyl-3-d)-2-hydroxybenzene